1-((2R,5S)-4-(6-chloro-7-(1,6-dimethyl-1H-indazol-7-yl)-8-fluoro-2-(((R)-4-methylmorpholin-3-yl)methoxy)quinazolin-4-yl)-2,5-dimethylpiperazin-1-yl)prop-2-en-1-one ClC=1C=C2C(=NC(=NC2=C(C1C=1C(=CC=C2C=NN(C12)C)C)F)OC[C@@H]1N(CCOC1)C)N1C[C@H](N(C[C@@H]1C)C(C=C)=O)C